tert-butyl 2-((S)-1,3-bis(benzyloxy)-1-oxopropan-2-yl)-1-oxo-2,5-diazaspiro[3.4]octane-5-carboxylate C(C1=CC=CC=C1)OC([C@H](COCC1=CC=CC=C1)N1C(C2(C1)N(CCC2)C(=O)OC(C)(C)C)=O)=O